2-(2-benzoxazolyl)phenol O1C(=NC2=C1C=CC=C2)C2=C(C=CC=C2)O